4-Bromo-2-fluoro-6-(6-methyl-2,4-dioxo-1,3,8-triazaspiro[4.5]decan-8-yl)benzaldehyde BrC1=CC(=C(C=O)C(=C1)N1CC(C2(C(NC(N2)=O)=O)CC1)C)F